(S)-4-(4-(4-(((2-(2,6-DIOXOPIPERIDIN-3-YL)-1-OXOISOINDOLIN-4-YL)OXY)METHYL)BENZYL)PIPERAZIN-1-YL)-3-FLUOROBENZONITRILE O=C1NC(CC[C@@H]1N1C(C2=CC=CC(=C2C1)OCC1=CC=C(CN2CCN(CC2)C2=C(C=C(C#N)C=C2)F)C=C1)=O)=O